3,2,4-trimethyl-1,2-dihydroquinoline CC=1C(NC2=CC=CC=C2C1C)C